4-(5-(4-(cyanomethoxy)-2,3-difluorophenyl)-1-methyl-1H-imidazole-2-carboxamido)-2-methylbenzoic acid C(#N)COC1=C(C(=C(C=C1)C1=CN=C(N1C)C(=O)NC1=CC(=C(C(=O)O)C=C1)C)F)F